BrC=1N=CN(C1)C1=CC=C(N)C=C1 4-(4-bromo-1H-imidazol-1-yl)aniline